NC(COCCN1N=C2C=C(C(=CC2=C1)NC(=O)C=1N=C(SC1)C=1C=NC=CC1)C1=CSC=C1)=O N-(2-(2-(2-amino-2-oxoethoxy)ethyl)-6-(thiophene-3-yl)-2H-indazol-5-yl)-2-(pyridin-3-yl)thiazole-4-carboxamide